(R)-1-(2-chlorophenyl)ethyl (4-(5-((tert-butoxycarbonyl)amino)-6-methylpyridin-2-yl)-1-methyl-1H-1,2,3-triazol-5-yl)carbamate C(C)(C)(C)OC(=O)NC=1C=CC(=NC1C)C=1N=NN(C1NC(O[C@H](C)C1=C(C=CC=C1)Cl)=O)C